1,6-diiodo-dodecafluorohexane IC(C(C(C(C(C(I)(F)F)(F)F)(F)F)(F)F)(F)F)(F)F